C(C)(=O)NC1(CCN(CC1)C1=CC(=NC=2N1N=C(C2C2=CC=C(C=C2)Cl)C2=C(C=CC=C2)Cl)N(CCC(=O)N)C)C 3-[[7-(4-acetamido-4-methyl-1-piperidyl)-2-(2-chlorophenyl)-3-(4-chlorophenyl)pyrazolo[1,5-a]pyrimidin-5-yl]-methyl-amino]propanamide